Cl.FC(C1=CC=C(C=C1)C(=N)N)(F)F 4-(trifluoromethyl)benzene-1-carboxamidine hydrochloride